((6-((4-(tert-Butyldiphenylsilyloxy)butyl)amino)undecane-1,11-diyl)bis(sulfane-diyl))bis(octane-1,2-diyl) dinonanoate C(CCCCCCCC)(=O)OC(CSCCCCCC(CCCCCSCC(CCCCCC)OC(CCCCCCCC)=O)NCCCCO[Si](C1=CC=CC=C1)(C1=CC=CC=C1)C(C)(C)C)CCCCCC